Divanadium(IV) tetroxid [O-2].[O-2].[O-2].[O-2].[V+4].[V+4]